5-[1-(5-methyl-2-pyridinyl)-3-(trifluoromethyl)pyrazol-4-yl]imidazole-2-carboxamide CC=1C=CC(=NC1)N1N=C(C(=C1)C1=CN=C(N1)C(=O)N)C(F)(F)F